N-(6-(2H-1,2,3-triazol-2-yl)-5-(trifluoromethyl)pyridin-3-yl)-2'-chloro-3-cyclopropyl-4'-fluoro-[1,1'-biphenyl]-4-carboxamide N=1N(N=CC1)C1=C(C=C(C=N1)NC(=O)C1=C(C=C(C=C1)C1=C(C=C(C=C1)F)Cl)C1CC1)C(F)(F)F